FC1=C(C(=CC(=C1)OC)F)C1=C(C(N(N1C)C1=NC(=CC=C1)N1CCN(CC1)CCS(=O)(=O)C)=O)NC(C1=CC=C(C=C1)OC(F)F)=O N-[5-(2,6-difluoro-4-methoxyphenyl)-2-{6-[4-(2-methanesulfonylethyl)piperazin-1-yl]pyridin-2-yl}-1-methyl-3-oxo-2,3-dihydro-1H-pyrazol-4-yl]-4-(difluoromethoxy)benzamide